OC(=O)C(F)(F)F.COC(C)C1CCNCC1 4-(1-methoxyethyl)piperidine TFA salt